C(C)(C)(C)C1=CC=C(C=C1)/C=C/C(=O)C1=C(OC(C(=O)O)C)C=C(C=C1)O/C(=C/C)/CC 2-[2-[(E)-3-(4-Tert-butylphenyl)prop-2-enoyl]-5-[(E)-pent-2-en-3-yl]oxyphenoxy]propanoic acid